[Fe+3].C(CC)(=O)C(C(=O)[O-])C.C(CC)(=O)C(C(=O)[O-])C.C(CC)(=O)C(C(=O)[O-])C tris(propionylmethylacetate) iron